ClC1=CC(=C(C(=C1)C)C1=CC=C2C(=N1)N=CO2)O 5-(4-chloro-2-hydroxy-6-methyl-phenyl)oxazolo[4,5-b]pyridin